R-(+)-tert-butyl-sulfinamide C(C)(C)(C)[S@@](=O)N